C1=CC=CC=2C3=CC=CC=C3C(C12)COC(=O)N[C@H](C(=O)O)CC1=C(N(C2=CC=C(C=C12)Cl)C(=O)OC(C)(C)C)C (S)-2-((((9H-fluoren-9-yl)methoxy)carbonyl)amino)-3-(1-(tert-butoxycarbonyl)-5-chloro-2-methyl-1H-indol-3-yl)propanoic acid